FC(C1=NC=CC(=C1)N1CC2(CC1)CCN(CC2)C(=O)OC(C)(C)C)(F)F tert-butyl 2-(2-(trifluoromethyl)pyridin-4-yl)-2,8-diazaspiro[4.5]decane-8-carboxylate